N1=C(C=CC=C1)C1(CCOC2(CCCC2)C1)C(C)(C)N 2-(9-(Pyridin-2-yl)-6-oxaspiro[4.5]decan-9-yl)propan-2-amine